(S)-(1-(7-benzyl-2-chloro-5,6,7,8-tetrahydropyrido[3,4-d]pyrimidin-4-yl)pyrrolidin-2-yl)methanol C(C1=CC=CC=C1)N1CC=2N=C(N=C(C2CC1)N1[C@@H](CCC1)CO)Cl